C(C)(C)C1CC=C(C1)CCC1OCCO1 2-(2-(4-isopropylcyclopent-1-en-1-yl)ethyl)-1,3-dioxolane